tert-butyl-3-(4-(6-amino-2-fluoro-5-(1-oxo-1,2,3,4-tetrahydroisoquinolin-6-yl)pyridin-3-yl)phenyl)-2,5-dihydro-1H-pyrrole-1-carboxylate C(C)(C)(C)OC(=O)N1CC(=CC1)C1=CC=C(C=C1)C=1C(=NC(=C(C1)C=1C=C2CCNC(C2=CC1)=O)N)F